N-(1-phenethylpiperidin-4-yl)-N-phenylpropionamide C(CC1=CC=CC=C1)N1CCC(CC1)N(C(CC)=O)C1=CC=CC=C1